methyl 5-allyl-10-(4-methoxybenzyl)-11-oxo-10,11-dihydro-5H-dibenzo[b,e][1,4]diazepine-8-carboxylate C(C=C)N1C2=C(N(C(C3=C1C=CC=C3)=O)CC3=CC=C(C=C3)OC)C=C(C=C2)C(=O)OC